FCCCN1CC(C1)CC1=CC=C(C=C1)C1=C(CCCC2=C1C=CC(=C2)C(=O)O)C2=CC(=C(C=C2)C(F)(F)F)O 9-(4-((1-(3-fluoropropyl)azetidin-3-yl)methyl)phenyl)-8-(3-hydroxy-4-(trifluoromethyl)phenyl)-6,7-dihydro-5H-benzo[7]annulene-3-carboxylic acid